5H,6H,7H,8H-imidazo[1,2-a]pyridine-3-carboxamide N=1C=C(N2C1CCCC2)C(=O)N